C1=CC=CC=2C3=CC=CC=C3C(C12)COC(=O)N[C@H](C(=O)O)CCCCN1CC(C1)(F)F (S)-2-((((9H-fluoren-9-yl)methoxy)carbonyl)amino)-6-(3,3-difluoroazetidin-1-yl)hexanoic acid